[3-(thiazolyl)thienyl]methanone S1C(=NC=C1)C1=C(SC=C1)C=O